N-(4-(6-bromo-1H-benzo[d]imidazol-1-yl)phenyl)acetamide BrC=1C=CC2=C(N(C=N2)C2=CC=C(C=C2)NC(C)=O)C1